Cl.C(C)(C)(C)C1=CC=C(CN2C[C@@H](N(CC2)C(=O)C2=CC=CC=C2)C)C=C1 (S)-(4-(4-(tert-butyl)benzyl)-2-methylpiperazin-1-yl)(phenyl)methanone hydrochloride